C[C@H]1O[C@H](CC(C1)C(=O)N[C@H](C(=O)OC)CCCCCCCC1=NC=2NCCCC2C=C1)C methyl (2S)-2-((2R,6S)-2,6-dimethyltetrahydro-2H-pyran-4-carboxamido)-9-(5,6,7,8-tetrahydro-1,8-naphthyridin-2-yl)nonanoate